Cl.Cl.N[C@H]1[C@@H](C1)C=1C=C(SC1)C(=O)NC=1SC(=NN1)C 4-((1S,2R)-2-aminocyclopropyl)-N-(5-methyl-1,3,4-thiadiazol-2-yl)thiophene-2-carboxamide Dihydrochloride